(S)-8-Fluoro-7-(8-fluoro-3-hydroxynaphthalen-1-yl)-2-((1-methylpyrrolidin-2-yl)methoxy)-4-(1,2,5,6-tetrahydropyridin-3-yl)quinoline-3-carbonitrile FC=1C(=CC=C2C(=C(C(=NC12)OC[C@H]1N(CCC1)C)C#N)C=1CNCCC1)C1=CC(=CC2=CC=CC(=C12)F)O